CC1=C(C(=O)NC2(CC2)C2=C3C=CC(=NC3=CC(=C2)N(S(=O)(=O)C)C)C)C=C(C=C1)OCC1N(CC1)C 2-Methyl-N-(1-(2-methyl-7-(N-methylmethylsulfonamido)quinolin-5-yl)cyclopropyl)-5-((1-methylazetidin-2-yl)methoxy)benzamide